Ethyl 1-(tert-butyl)-2,4-dioxopyrrolidine-3-carboxylate C(C)(C)(C)N1C(C(C(C1)=O)C(=O)OCC)=O